COC1(COCCC1)C1=CC(=CC(=N1)N1N=C(C=2C=NC(=CC21)NC(=O)N)C)OCC2COC2 1-(1-(6-(3-Methoxytetrahydro-2H-pyran-3-yl)-4-(oxetan-3-ylmethoxy)pyridin-2-yl)-3-methyl-1H-pyrazolo[4,3-c]pyridin-6-yl)urea